CC=1C=C(C=CC1C)N1N=CC(=C1)C1=NC=CC=C1 [1-(3,4-dimethyl-phenyl)-1H-pyrazol-4-yl]-pyridine